2-Fluoro-4-(6-(methyl(7H-pyrrolo[2,3-d]pyrimidin-4-yl)amino)-2-azaspiro[3.3]heptan-2-carbonyl)benzonitril FC1=C(C#N)C=CC(=C1)C(=O)N1CC2(C1)CC(C2)N(C=2C1=C(N=CN2)NC=C1)C